FC1=C(C(=CC=C1)CN1C(C=C(C=C1)C=1C=C2C(=NNC2=CC1)C1=CC(=NC=C1)C)=O)NC(=O)N 1-(2-fluoro-6-((4-(3-(2-methylpyridin-4-yl)-1H-indazol-5-yl)-2-oxopyridin-1(2H)-yl)methyl)phenyl)urea